OC1=CC(=CC=2C(C3=CC=CC=C3C(C12)=O)=O)O 1,3-dihydroxy-anthraquinone